1-(3-((9-(4-(tert-butyl)pyridin-2-yl)-9H-carbazol-2-yl)oxy)phenyl)-3-(3,3'',5,5''-tetra(adamantan-1-yl)-[1,1':3',1''-terphenyl]-2'-yl)-1H-benzo[d]imidazol-3-ium chloride [Cl-].C(C)(C)(C)C1=CC(=NC=C1)N1C2=CC=CC=C2C=2C=CC(=CC12)OC=1C=C(C=CC1)N1C=[N+](C2=C1C=CC=C2)C2=C(C=CC=C2C2=CC(=CC(=C2)C21CC3CC(CC(C2)C3)C1)C13CC2CC(CC(C1)C2)C3)C3=CC(=CC(=C3)C32CC1CC(CC(C3)C1)C2)C21CC3CC(CC(C2)C3)C1